[Cl-].C(N)(=O)C=1C=[N+](C=CC1)[C@@H]1O[C@@H]([C@H]([C@H]1O)O)CO 3-carbamoyl-1-[(2R,3R,4S-5R)-3,4-dihydroxy-5-(hydroxymethyl)oxolan-2-yl]-pyridin-1-ium chloride